4-(azacyclooctan-1-yl)-3-(trifluoromethyl)aniline N1(CCCCCCC1)C1=C(C=C(N)C=C1)C(F)(F)F